FC(C1(CC1)COC1=NN(C=C1)C1NC2=CC=CC(S(NC(C=3C=CC=NC3N3CCC(C1)C3)=O)(=O)=O)=N2)(F)F 3-{[1-(trifluoromethyl)cyclopropyl]methoxyl-1H-pyrazol-1-yl}-17λ6-thia-2,8,10,16,22-pentaazatetracyclo[16.3.1.1(5,8).0(9,14)]tricosa-1(21),9(14),10,12,18(22),19-hexaene-15,17,17-trione